(R)-8-(3-methylimidazo[1,2-a]pyridin-6-yl)-7-(oxazol-2-yl)-2-((tetrahydrofuran-3-yl)methyl)-[1,2,4]triazolo[1,5-c]pyrimidin-5-amine CC1=CN=C2N1C=C(C=C2)C=2C=1N(C(=NC2C=2OC=CN2)N)N=C(N1)C[C@H]1COCC1